CS(=O)(=O)OCC(COC1=C(C(=C(C=C1F)C1=NNC(CC1C)=O)F)Cl)(F)F 3-[2-Chloro-3,6-difluoro-4-(4-methyl-6-oxo-4,5-dihydro-1H-pyridazin-3-yl)phenoxy]-2,2-difluoropropyl methanesulfonate